FC(C=1C(=C(C=CC1)[C@@H](C)NC1=NC(=NC2=CC(=C(C=C12)O[C@@H]1COCC1)OCC1CCOCC1)C)F)F N-((R)-1-(3-(difluoromethyl)-2-fluorophenyl)ethyl)-2-methyl-7-((tetrahydro-2H-pyran-4-yl)methoxy)-6-(((S)-tetrahydrofuran-3-yl)oxy)quinazolin-4-amine